C1CNCC2N1C1=CC=NC=C1CC2 2,3,4,4a,5,6-hexahydro-1H-pyrazino[1,2-a][1,6]naphthyridine